C1(=C(C=CC=C1)C=1C2=CC=CC=C2C(=C2C=CC(=CC12)N(C1=CC=CC=C1)C1=CC=C(C=C1)N1C2=CC=CC=C2C=2C=CC=CC12)C1=C(C=CC=C1)C1=CC=CC=C1)C1=CC=CC=C1 9,10-bis(1,1'-biphenyl-2-yl)-N-[4-(9H-carbazole-9-yl)phenyl]-N-phenylanthracene-2-Amin